tert-butyl (6S)-6-(2-amino-1-hydroxyethyl)-1,4-oxazepane-4-carboxylate NCC(O)[C@H]1CN(CCOC1)C(=O)OC(C)(C)C